2-(2,4-difluorophenyl)-1-(4-((4-((4-methylpiperidin-1-yl)methoxy)phenyl)amino)piperidin-1-yl)-3-(1H-1,2,4-triazol-1-yl)propan-2-ol FC1=C(C=CC(=C1)F)C(CN1CCC(CC1)NC1=CC=C(C=C1)OCN1CCC(CC1)C)(CN1N=CN=C1)O